N-ethyl-4-(4-(trifluoromethyl)piperidin-1-yl)aniline C(C)NC1=CC=C(C=C1)N1CCC(CC1)C(F)(F)F